2-(2,6-Dioxopiperidin-3-yl)-5-(piperazin-1-yl)isoindole-1,3-dionecarboxylic acid O=C1NC(CCC1N1C(C=2C=CC(=C(C2C1=O)C(=O)O)N1CCNCC1)=O)=O